C(C)(C)(C)OC(CCCCC[C@@](C(=O)O)(N)C(=O)OCC1C2=CC=CC=C2C2=CC=CC=C12)=O (S)-Fmoc-2-amino-suberic acid-8-tert-butyl ester